ClC=1C=CC2=C(CCC=3C(=NC=CC3)C2=C2CCN(CC2)CC(COC2=C(C=CC=C2)\C=C\C2=CC(=CC=C2)OC)O)C1 (E)-1-(4-(8-chloro-5,6-dihydro-11H-benzo[5,6]cyclohepta-[1,2-b]pyridin-11-ylidene)piperidin-1-yl)-3-(2-(3-methoxy-styryl)phenoxy)propan-2-ol